O=[13CH][C@H](O)[C@@H](O)[C@H](O)[C@H](O)CO [13C]glucose